(3-chlorophenyl)[(4E)-4-({3-[3-(hydroxymethyl)phenyl]-1H-pyrazol-5-yl}methylidene)-3,3-dimethylpiperidin-1-yl]methanone ClC=1C=C(C=CC1)C(=O)N1CC(/C(/CC1)=C/C1=CC(=NN1)C1=CC(=CC=C1)CO)(C)C